CN1C(=O)N(C(=O)C(C1=O)=C1NNC(C1)C1=CC=C(C=C1)C)C 1,3-dimethyl-5-(5-(4-methylphenyl)pyrazolidin-3-ylidene)barbituric acid